Diethyl (E)-(3-phenyl-3-(tritylamino)prop-1-en-1-yl)phosphonate C1(=CC=CC=C1)C(/C=C/P(OCC)(OCC)=O)NC(C1=CC=CC=C1)(C1=CC=CC=C1)C1=CC=CC=C1